(5-(difluoromethoxy) pyrazin-2-yl) carbamate C(N)(OC1=NC=C(N=C1)OC(F)F)=O